[(3S)-3-(4-chlorophenyl)pyrrolidin-1-yl]-[3-(4-pyridyl)-1H-pyrazol-5-yl]methanone ClC1=CC=C(C=C1)[C@H]1CN(CC1)C(=O)C1=CC(=NN1)C1=CC=NC=C1